C(#C)C=1C(=CC=C2C=C(C=C(C12)C1=C(C=2N=C(N=C(C2C=N1)N1C[C@H]2CC[C@@H](C1)O2)N2CC1CCC(C2)N1C)F)C(F)(F)F)F (1R,5S)-3-(7-(8-ethynyl-7-fluoro-3-(trifluoromethyl)naphthalen-1-yl)-8-fluoro-2-(8-methyl-3,8-diazabicyclo[3.2.1]octan-3-yl)pyrido[4,3-d]pyrimidin-4-yl)-8-oxa-3-azabicyclo[3.2.1]octane